C(C1=CC=CC=C1)OC[C@@H]1[C@@](C1)(C1=NOC(N1)=C=O)N1C(=CC2=CC(=CC=C12)[C@@H]1CC(OCC1)(C)C)C(=O)N(C1=CC=CC=C1)C 1-((1S,2S)-2-((benzyloxy)methyl)-1-(5-carbonyl-4,5-dihydro-1,2,4-oxadiazol-3-yl)cyclopropyl)-5-((S)-2,2-dimethyltetrahydro-2H-pyran-4-yl)-N-methyl-N-phenyl-1H-indole-2-carboxamide